3,3-didecylquaterthiophene C(CCCCCCCCC)C1(C(SC=C1)C=1SC=CC1C=1SC=CC1C=1SC=CC1)CCCCCCCCCC